C1(=CC=CC=2[Se]C3=C(C21)C=CC=C3)C=3C(=C(C=CC3)C=3C(=CC=CC3)C3=CC=CC=C3)C3=NN=NC(=C3C3=CC=CC=C3)C3=CC=CC=C3 (Dibenzoselenophenyl)(diphenyltriazinyl)terbenzene